isocrotonic acid glycidyl ester C(C1CO1)OC(\C=C/C)=O